benzenedithiol C1=CC=C(C(=C1)S)S